methyl 4-carboxy-2-hydroxy-α-cyanocinnamate C(=O)(O)C1=CC(=C(C=C(C(=O)OC)C#N)C=C1)O